5-[(2R)-2-{[(4,4-difluorobutyl)amino]methyl}-4-fluoro-6-hydroxy-2,3-dihydro-1-benzofuran-5-yl]-1λ6,2,5-thiadiazolidine-1,1,3-trione FC(CCCNC[C@@H]1OC2=C(C1)C(=C(C(=C2)O)N2CC(NS2(=O)=O)=O)F)F